Monomethyl malonate potassium salt [K+].C(CC(=O)[O-])(=O)OC